ethyl 3-bromo-8-chloroimidazo[1,2-a]pyrazine-6-carboxylate BrC1=CN=C2N1C=C(N=C2Cl)C(=O)OCC